O=C1N(CCN1)C1=CC=C(C(=O)NC2=CC(=CC=C2)C#CC2=NC=CC=C2)C=C1 4-(2-OXOIMIDAZOLIDIN-1-YL)-N-(3-(PYRIDIN-2-YLETHYNYL)PHENYL)BENZAMIDE